(S)-N-(4-bromo-2-fluoro-6-(isopropylamino)phenyl)-3,3-difluorocyclopentane-1-carboxamide BrC1=CC(=C(C(=C1)NC(C)C)NC(=O)[C@@H]1CC(CC1)(F)F)F